3-[1-methyl-6-[(2R,4S)-2-methyl-1-(4-piperidinylmethyl)-4-piperidinyl]indazol-3-yl]piperidine-2,6-dione CN1N=C(C2=CC=C(C=C12)[C@@H]1C[C@H](N(CC1)CC1CCNCC1)C)C1C(NC(CC1)=O)=O